FC(C1=NN(C(=C1)OC)C1=NC(=CC=C1C(C)O)N1C=NC2=C1C=C(C=C2)NC=2N=NC(=CC2)C)F 1-[2-[3-(difluoromethyl)-5-methoxy-pyrazol-1-yl]-6-[6-[(6-methylpyridazin-3-yl)amino]benzimidazol-1-yl]-3-pyridyl]ethanol